COC(=O)C1=NN(C=C1F)C1CC1 cyclopropyl-4-fluoro-1H-pyrazole-3-carboxylic acid methyl ester